tert-butyl (4aR*,7aS*)-hexahydropyrrolo[3,4-b][1,4]oxazine-6(2H)-carboxylate O1[C@@H]2[C@H](NCC1)CN(C2)C(=O)OC(C)(C)C |o1:1,2|